(R)-thiophosphoric acid P(O)(O)(O)=S